8-(4-(difluoromethoxy)phenyl)-2-ethoxy-6-(2-methyl-2H-indazol-5-yl)pyrido[3,4-b]pyrazin-7(6H)-one FC(OC1=CC=C(C=C1)C=1C(N(C=C2N=CC(=NC21)OCC)C2=CC1=CN(N=C1C=C2)C)=O)F